1-(4-{[(1S)-5-[2-(2-aminopyridin-3-yl)-5-[3-(1-fluorocyclopropyl)pyrazol-1-yl]imidazo[4,5-b]pyridin-3-yl]-2,3-dihydro-1H-inden-1-yl]amino}piperidin-1-yl)prop-2-en-1-one NC1=NC=CC=C1C1=NC=2C(=NC(=CC2)N2N=C(C=C2)C2(CC2)F)N1C=1C=C2CC[C@@H](C2=CC1)NC1CCN(CC1)C(C=C)=O